N-(4-((4-((2-(2-(2-aminoethoxy)ethoxy)ethyl)carbamoyl)phenyl)carbamoyl)benzyl)-N-cyclopropyl-3-oxo-3,4-dihydro-2H-benzo[b][1,4]oxazine-7-carboxamide 2,2,2-trifluoroacetate FC(C(=O)O)(F)F.NCCOCCOCCNC(=O)C1=CC=C(C=C1)NC(=O)C1=CC=C(CN(C(=O)C=2C=CC3=C(OCC(N3)=O)C2)C2CC2)C=C1